(S)-2-((4-(2-(5-Chloropyridin-2-yl)-2-methylbenzo[d][1,3]dioxol-4-yl)piperidin-1-yl)methyl)-4-methoxy-1-(thiazol-5-ylmethyl)-1H-benzo[d]imidazole-6-carboxylic acid ClC=1C=CC(=NC1)[C@@]1(OC2=C(O1)C=CC=C2C2CCN(CC2)CC2=NC1=C(N2CC2=CN=CS2)C=C(C=C1OC)C(=O)O)C